(1S)-(-)-camphanoyl chloride CC1([C@@]2(CCC1(C(=O)O2)C)C(=O)Cl)C